ethyl (2s,3s)-3-{[6-chloro-5-iodo-2-(methylsulfanyl) pyrimidin-4-yl] amino}-bicyclo[2.2.2]octane-2-carboxylate ClC1=C(C(=NC(=N1)SC)N[C@@H]1[C@H](C2CCC1CC2)C(=O)OCC)I